ClCC1=CC=C(C=C1)N1C(=NC=2C1=NC(=CC2)C=2C=NC(=CC2)C(F)F)C=2C(=NC=CC2)N 3-(3-(4-(Chloromethyl)phenyl)-5-(6-(difluoromethyl)pyridin-3-yl)-3H-imidazo[4,5-b]pyridin-2-yl)pyridin-2-amine